2-methyl-1-[(cis)-3-hydroxy-3-methylcyclobutyl]-7-(trifluoromethyl)-1H-1,3-benzodiazol-5-ol CC1=NC2=C(N1C1CC(C1)(C)O)C(=CC(=C2)O)C(F)(F)F